2-(8-oxa-3-azabicyclo[3.2.1]octane-3-carbonyl)-7-(4-(imidazo[1,2-a]pyridin-3-yl)-2,5-dioxo-2,5-dihydro-1H-pyrrol-3-yl)-1,2,3,4-tetrahydro-[1,4]diazepino[6,7,1-hi]indole C12CN(CC(CC1)O2)C(=O)N2CCN1C=C(C3=CC=CC(=C13)C2)C=2C(NC(C2C2=CN=C1N2C=CC=C1)=O)=O